C1(CC1)N(C1=C(C=C(C=C1)NC1=NC=2N(C(=C1)NC1CC1)N=CC2C#N)C[S@](=O)C)C |r| (±)-5-((4-(cyclopropyl(methyl)amino)-3-((methylsulfinyl)methyl)phenyl)amino)-7-(cyclopropylamino)pyrazolo[1,5-a]pyrimidin-3-carbonitril